2-cyclopentyl-4H-pyrrolo[2,3-d]thiazole-5-carboxylic acid Ethyl ester C(C)OC(=O)C1=CC2=C(N=C(S2)C2CCCC2)N1